FC(COC1=C(C=2C=CN(C2C(=C1)C)S(=O)(=O)C1=CC=C(C)C=C1)C=O)F 5-(2,2-difluoroethoxy)-7-methyl-1-tosyl-1H-indole-4-carbaldehyde